9,10-bis(naphthyl)anthracene C1(=CC=CC2=CC=CC=C12)C=1C2=CC=CC=C2C(=C2C=CC=CC12)C1=CC=CC2=CC=CC=C12